N1-(4-chloro-2-methylphenyl)-N2-((S)-4-methyl-1-oxo-1-(((S)-3-oxo-1-((S)-2-oxopyrrolidin-3-yl)-4-(2,3,5,6-tetrafluorophenoxy)butan-2-yl)amino)pentan-2-yl)oxalamide ClC1=CC(=C(C=C1)NC(C(=O)N[C@H](C(N[C@@H](C[C@H]1C(NCC1)=O)C(COC1=C(C(=CC(=C1F)F)F)F)=O)=O)CC(C)C)=O)C